N-BocGlutamine C(=O)(OC(C)(C)C)N[C@@H](CCC(N)=O)C(=O)O